(6S,9S,12S,15S,18R,19R)-9-(aminomethyl)-12-cyclohexyl-19-hexyl-6-[(1S)-1-hydroxyethyl]-15-isobutyl-16,18-dimethyl-1-oxa-4,7,10,13,16-pentazacyclononadecane-2,5,8,11,14,17-hexone NC[C@H]1C(N[C@H](C(NCC(O[C@@H]([C@H](C(N([C@H](C(N[C@H](C(N1)=O)C1CCCCC1)=O)CC(C)C)C)=O)C)CCCCCC)=O)=O)[C@H](C)O)=O